N(N)=C1C(CCCC1)(C1CCCCC1)C#N hydrazono-bicyclohexanenitrile